sodium 2,4-dichlorophenoxyacetate ClC1=C(OCC(=O)[O-])C=CC(=C1)Cl.[Na+]